COC1=CC=C(CN2N=CC3=C(C2=O)C(=NN3C(C(=O)OCC)C)C(F)(F)F)C=C1 ethyl 2-(5-(4-methoxybenzyl)-4-oxo-3-(trifluoromethyl)-4,5-dihydro-1H-pyrazolo[3,4-d]pyridazin-1-yl)propanoate